Propane-1-sulfonyl chloride C(CC)S(=O)(=O)Cl